FC=1C=2N(C=C(C1)NC(=O)C1=CC=C(C3=CN(N=C13)C)N1C3CC(C1)(C3)N(C(OCC3=CC=CC=C3)=O)C)C=C(N2)C benzyl (2-(7-((8-fluoro-2-methylimidazo[1,2-a]pyridin-6-yl)carbamoyl)-2-methyl-2H-indazol-4-yl)-2-azabicyclo[2.1.1]-hexan-4-yl)(methyl)carbamate